3-(difluoromethyl)-N-methoxy-1-methyl-N-[(RS)-1-methyl-2-(2,4,6-trichlorophenyl)ethyl]pyrazole-4-carboxamide FC(C1=NN(C=C1C(=O)N([C@@H](CC1=C(C=C(C=C1Cl)Cl)Cl)C)OC)C)F |r|